3-(5-chloro-4-methylpyridin-3-yl)-7-(2-chlorophenyl)quinazoline-2,4(1H,3H)-dione ClC=1C(=C(C=NC1)N1C(NC2=CC(=CC=C2C1=O)C1=C(C=CC=C1)Cl)=O)C